4-bromo-2-chlorobenzoic acid BrC1=CC(=C(C(=O)O)C=C1)Cl